1-vinyl-3-dodecylimidazolium bis(trifluoromethanesulfonyl)imide [N-](S(=O)(=O)C(F)(F)F)S(=O)(=O)C(F)(F)F.C(=C)N1C=[N+](C=C1)CCCCCCCCCCCC